(R)-5-((1-((tert-butyldimethylsilyl)oxy)-3-(tetradecyloxy)propan-2-yl)oxy)picolinonitrile [Si](C)(C)(C(C)(C)C)OC[C@@H](COCCCCCCCCCCCCCC)OC=1C=CC(=NC1)C#N